tert-butyl (3-((5-bromo-3-chloroisoquinolin-1-yl)amino)propyl)carbamate BrC1=C2C=C(N=C(C2=CC=C1)NCCCNC(OC(C)(C)C)=O)Cl